ClC1=CC2=C(OC(SN2)CCCCl)C=C1 7-chloro-3-(3-chloropropyl)-1H-4,2,1-benzoxathiazine